[C@H]12CC(C[C@H](CC1)N2)N(C=2N=NC(=CN2)C2=CC1=C(N(C(O1)=O)C)C=C2O)C 6-(3-(((1R,3s,5S)-8-azabicyclo[3.2.1]octan-3-yl)(methyl)amino)-1,2,4-triazin-6-yl)-5-hydroxy-3-methylbenzo[d]oxazol-2(3H)-one